8-(1-(2-adamantyloxy)ethoxycarbonyl)-tetracyclo[4.4.0.12,5.17,10]-3-dodecene C12C(C3CC(CC(C1)C3)C2)OC(C)OC(=O)C2C3C1C4C=CC(C1C(C2)C3)C4